ClC=1C=C(C(=NC1)OC)S(=O)(=O)NC=1C(=C(C(=CC1)F)C=1C=CC=2N(C1)C=NC2C(=O)NC)C 6-[3-(5-chloro-2-methoxypyridine-3-sulfonamido)-6-fluoro-2-methylphenyl]-N-methylimidazo[1,5-a]pyridine-1-carboxamide